Cl.Cl.ClC=1C=NN2C1N=C1CC3(CCC1=C2N[C@H]2C[C@@H](CC2)N)CCCCC3 (1R,3R)-N1-(3'-chloro-7',8'-dihydro-5'H-spiro[cyclohexane-1,6'-pyrazolo[5,1-b]quinazoline]-9'-yl)cyclopentane-1,3-diamine dihydrochloride